1-{4-[1-(3,4-dimethylphenyl)-1H-pyrazolo[4,3-c]quinolin-3-yl]phenyl}-4-methylpiperazine CC=1C=C(C=CC1C)N1N=C(C=2C=NC=3C=CC=CC3C21)C2=CC=C(C=C2)N2CCN(CC2)C